N-methyl-N-((5-(2-((1-methyl-1H-pyrazolo[3,4-d]pyrimidin-4-yl)thio)acetyl)thiophen-2-yl)methyl)-1-(pyridin-4-yl)methanesulfonamide CN(S(=O)(=O)CC1=CC=NC=C1)CC=1SC(=CC1)C(CSC1=C2C(=NC=N1)N(N=C2)C)=O